C(C=C)(=O)N1CCC2=CC=CC=C12 1-prop-2-enoyl-2,3-dihydroindol